5,10,15,20-tetra(4-(4-pyridyl)phenyl)porphyrin N1=CC=C(C=C1)C1=CC=C(C=C1)C=1C2=CC=C(N2)C(=C2C=CC(C(=C3C=CC(=C(C=4C=CC1N4)C4=CC=C(C=C4)C4=CC=NC=C4)N3)C3=CC=C(C=C3)C3=CC=NC=C3)=N2)C2=CC=C(C=C2)C2=CC=NC=C2